amino-serinol phosphoramidite P(O)(N)OC[C@H](NN)CO